1-[2-(Benzyloxy)phenyl]-3-(3-hydroxyphenyl)prop-2-en-1-one C(C1=CC=CC=C1)OC1=C(C=CC=C1)C(C=CC1=CC(=CC=C1)O)=O